N-Boctaurine hydrochloride Cl.C(=O)(OC(C)(C)C)NCCS(=O)(=O)O